ClC=1C(=C(OC2=C(C(=NC=N2)OC2=C(C=CC=C2)\C(\C(=O)NC)=N/OC)F)C=CC1)C (2E)-2-(2-{[6-(3-chloro-2-methylphenoxy)-5-fluoropyrimidin-4-yl]oxy}-phenyl)-2-(methoxyimino)-N-methylethanamide